C(C)(C)N(C(=O)C1CC1)CCC1=CC=C(C=C1)C1=NOC(=N1)C(F)(F)F N-isopropyl-N-[2-[4-[5-(trifluoromethyl)-1,2,4-oxadiazol-3-yl]phenyl]ethyl]cyclopropanecarboxamide